O[C@H]1[C@@H](CCC1)N(CCCCCCCC(=O)N(CCCCCCCCCC)CCCCCCCCCC)CCCCCCCC(=O)N(CCCCCCCCCC)CCCCCCCCCC 8,8'-(((1R,2R)-2-hydroxycyclopent-yl)azanediyl)bis-(N,N-didecyloctan-amide)